C(#N)C=1C(=CC(=NC1)NC(N(C)C1=NC(=C(C=C1)CN1C(CN(CC1)C)=O)C=O)=O)SC(C)C 3-(5-cyano-4-(isopropylthio)pyridin-2-yl)-1-(6-formyl-5-((4-methyl-2-oxopiperazin-1-yl)methyl)pyridin-2-yl)-1-methylurea